tert-butyl 6-[8-(1,3-benzothiazol-2-ylcarbamoyl)-3,4-dihydro-1H-isoquinolin-2-yl]-3-[3-[2-[4-(2-ethoxy-2-oxo-ethyl)piperazin-1-yl]ethoxy]-2-methyl-phenyl]pyridine-2-carboxylate S1C(=NC2=C1C=CC=C2)NC(=O)C=2C=CC=C1CCN(CC21)C2=CC=C(C(=N2)C(=O)OC(C)(C)C)C2=C(C(=CC=C2)OCCN2CCN(CC2)CC(=O)OCC)C